E-3-amino-1-benzylpyrrolidine-3-carboxylic acid methyl ester TFA salt OC(=O)C(F)(F)F.COC(=O)C1(CN(CC1)CC1=CC=CC=C1)N